3-methyl-1,6-hexanediol CC(CCO)CCCO